BrC1=NN(C(=C1)P(C)C)C([2H])([2H])[2H] (3-bromo-1-methyl-d3-1H-pyrazol-5-yl)dimethylphosphine